COC=1C=C2C(=CNC2=CC1C)C(C(=O)N(CCC)CCC)=O 2-(5-methoxy-6-methyl-1H-indol-3-yl)-2-oxo-N,N-dipropylacetamide